N1(C=NC=C1)CCSC[C@@H]([C@@H](CSCCN1C=NC=C1)O)O (2R,3S)-1,4-bis(2-imidazol-1-ylethylthio)butan-2,3-diol